C(C)(C)(C)OC([C@H](CCC(=O)NCCOCCOCCOCCOCCOCCOCCOCCOCCC(=O)O)NC(CN1C(C=CC1=O)=O)=O)=O 1-[(4S)-5-(tert-butoxy)-4-[2-(2,5-dioxopyrrol-1-yl)-acetamido]-5-oxopentanamido]-3,6,9,12,15,18,21,24-octaoxaheptacosan-27-oic acid